(Z)-ethyl 3-amino-4,4,4-trichloro-2-cyanobut-2-enoate N\C(=C(/C(=O)OCC)\C#N)\C(Cl)(Cl)Cl